BrC1=CC=C(C=C1)C(C(=O)N)C (4-bromophenyl)propionamide